7-((4-(Indolin-1-yl)phenyl)(pyridin-2-ylamino)methyl)-2-methylquinolin-8-ol N1(CCC2=CC=CC=C12)C1=CC=C(C=C1)C(C1=CC=C2C=CC(=NC2=C1O)C)NC1=NC=CC=C1